C(C)(C)OCCOC1=CC(=C(C=C1)NC1=CC=NC2=CC(=CC=C12)C)OC N-(4-(2-isopropoxyethoxy)-2-methoxyphenyl)-7-methylquinolin-4-amine